BrCCCCCCOC1=CC=C(C=O)C=C1 4-((6-bromohexyl)oxy)benzaldehyde